(2S)-1-(9H-fluoren-9-ylmethoxycarbonyl)-4,4-difluoropyrrolidin-2-carboxylic acid C1=CC=CC=2C3=CC=CC=C3C(C12)COC(=O)N1[C@@H](CC(C1)(F)F)C(=O)O